Methyl 3-chloro-6-(2,2-difluorobenzo[d][1,3]dioxol-5-yl)-5-fluoropicolinate ClC=1C(=NC(=C(C1)F)C1=CC2=C(OC(O2)(F)F)C=C1)C(=O)OC